(1H-Benzotriazol-1-yloxy)(tri-1-pyrrolidinyl)phosphonium cis-tert-Butyl-N-[1-[(6S)-6-amino-5,6,7,8-tetrahydroquinolin-2-yl]-4-(methoxymethyl)pyrrolidin-3-yl]carbamate C(C)(C)(C)OC(N[C@@H]1CN(C[C@@H]1COC)C1=NC=2CC[C@@H](CC2C=C1)N)=O.N1(N=NC2=C1C=CC=C2)O[P+](N2CCCC2)(N2CCCC2)N2CCCC2